C1(=CC=CC=C1)N1C=NC(=C1)NC=1C2=C(N=C(N1)N1[C@@H](CCC1)CO)C=CO2 (S)-(1-(4-((1-phenyl-1H-imidazol-4-yl)amino)furo[3,2-d]pyrimidin-2-yl)pyrrolidin-2-yl)methanol